[F-].C(CCCC)[N+]1=C(C=CC=C1)CCCC 1-pentyl-2-butylpyridinium fluoride